[Ca+2].CCC(CCCCCCCCC)C1=CC=C(C=C1)S(=O)(=O)[O-].[Ca+2].CCC(CCCCCCCCC)C1=CC=C(C=C1)S(=O)(=O)[O-].CCC(CCCCCCCCC)C1=CC=C(C=C1)S(=O)(=O)[O-].CCC(CCCCCCCCC)C1=CC=C(C=C1)S(=O)(=O)[O-] calcium 4-dodecan-3-ylbenzenesulfonate, calcium salt